NCCCCCN1CC(CC1=O)C(=O)O 1-(5-aminopentyl)-5-oxopyrrolidine-3-carboxylic acid